(2)Azoline N1C=CCC1